FC1(CC(C1)(O)CC(=O)O)F 2-(3,3-difluoro-1-hydroxycyclobutyl)acetic acid